2,6-dibromo-1,4-dichlorobenzene BrC1=C(C(=CC(=C1)Cl)Br)Cl